4-(1-azidocyclobutyl)-5-bromo-2-methyl-2H-1,2,3-triazole N(=[N+]=[N-])C1(CCC1)C1=NN(N=C1Br)C